N1(N=CC=C1)CC1=CC2=C(C(=NO2)NS(=O)(=O)C=2C(=CC=C3C=CCOC23)OC)C(=C1F)OC N-(6-((1H-pyrazol-1-yl)methyl)-5-fluoro-4-methoxybenzo[d]isoxazol-3-yl)-7-methoxy-2H-chromene-8-sulfonamide